C(CCC)C1=NNC(=C1O)C(C)C Butyl-4-hydroxy-5-isopropyl-pyrazol